3-bromo-6-fluoro-2-(hydroxymethyl)-1-methylquinolin-4(1H)-one BrC1=C(N(C2=CC=C(C=C2C1=O)F)C)CO